C1(=CC=CC=C1)N(C1=CC=C(C=C1)C=1C(=CC(=C(C1)C=O)C1=CC=C(C=C1)N(C1=CC=CC=C1)C1=CC=CC=C1)C=O)C1=CC=CC=C1 4,4''-bis(diphenylamino)-[1,1':4',1''-terphenyl]-2',5'-dicarboxaldehyde